C(C)(=O)O.C(C(C)O)O propylene glycol mono-acetate